methyl 4-hydroxy-1-(2-hydroxyethyl)-6-oxo-1,6-dihydropyridine-3-carboxylate OC=1C(=CN(C(C1)=O)CCO)C(=O)OC